C1(CC1)S(=O)CCC1=NN2C(=NC=3C(=CC=CC3C2=N1)OC)NCC1=C(C=C(C=C1)OC)OC 2-(2-(cyclopropylsulfinyl)ethyl)-N-(2,4-dimethoxybenzyl)-7-methoxy-[1,2,4]triazolo[1,5-c]quinazolin-5-amine